C1=CC=C(C=C1)C(C(=O)[O-])S(=O)(=O)O The molecule is a monocarboxylic acid anion that is the conjugate base of alpha-sulfophenylacetic acid. It is a monocarboxylic acid anion and an organosulfonic acid. It is a conjugate base of an alpha-sulfophenylacetic acid.